C(C)(C)NC=1C=2N(N=CC1C(=O)NC1CCC(CC1)NC(OC)=O)C=C(C2)C=2C=NC=CC2 methyl ((1r,4r)-4-(4-(isopropylamino)-6-(pyridin-3-yl) pyrrolo[1,2-b]pyridazine-3-carboxamido)cyclohexyl)carbamate